C(N)(=O)C1=CC=C(C(=C1C1=C(C=CC2=C1C[C@](O2)(C2=CC=CC=C2)CNC(OC(C)(C)C)=O)Cl)F)NC tert-butyl (((2S,4S)-4-(6-carbamoyl-2-fluoro-3-(methylamino)phenyl)-5-chloro-2-phenyl-2,3-dihydrobenzofuran-2-yl)methyl)carbamate